5,6-Bis-[4-(naphthalene-1-yl-phenyl-amino)-phenyl]pyrazine-2,3-dicarbonitrile C1(=CC=CC2=CC=CC=C12)N(C1=CC=C(C=C1)C=1N=C(C(=NC1C1=CC=C(C=C1)N(C1=CC=CC=C1)C1=CC=CC2=CC=CC=C12)C#N)C#N)C1=CC=CC=C1